2-((4-(2,6-dimethylphenyl)-2-oxo-2H-chromen-7-yl)(methyl)amino)acetamide CC1=C(C(=CC=C1)C)C1=CC(OC2=CC(=CC=C12)N(CC(=O)N)C)=O